7-(methylamino)-5-[[1-(6-methyl-2-pyridinyl)-2-oxo-3-pyridinyl]amino]pyrazolo[1,5-a]pyrimidine-3-carboxylic acid CNC1=CC(=NC=2N1N=CC2C(=O)O)NC=2C(N(C=CC2)C2=NC(=CC=C2)C)=O